BrC1=CC=C2C(=NN(C2=C1)C)C(=NOC)NC1=CC=C(C=C1)OC(F)(F)F 6-bromo-N'-methoxy-1-methyl-N-[4-(trifluoromethoxy)phenyl]indazole-3-carboxamidine